ClC1=NC=C(C=N1)S(=O)(=O)N 2-chloropyrimidine-5-sulfonamide